CC1(CC(C(N1)=O)CCC(C1=CC=CC=C1)NC(OCC1=CC=CC=C1)=O)C benzyl N-[3-(5,5-dimethyl-2-oxo-pyrrolidin-3-yl)-1-phenyl-propyl]carbamate